racemic-indole boronate B(O)O.N1C=CC2=CC=CC=C12